11-((1s,3s)-adamantan-1-yl)undec-10-enoic acid C12(CC3CC(CC(C1)C3)C2)C=CCCCCCCCCC(=O)O